1-(3-Iodo-5-nitrophenyl)pyrrolidine IC=1C=C(C=C(C1)[N+](=O)[O-])N1CCCC1